stannyl oxide [SnH3]O[SnH3]